methyl 5-benzyl-3-(2-((tert-butoxycarbonyl)amino)propan-2-yl)-4,5-dihydroisoxazole-5-carboxylate C(C1=CC=CC=C1)C1(CC(=NO1)C(C)(C)NC(=O)OC(C)(C)C)C(=O)OC